NC1(CCC1)C1=CC=C(C=C1)N1C(=NC=2C1=NC(=CC2)C=2C=C(CCNC(CCCNC1=C3C(N(C(C3=CC=C1)=O)C1C(NC(CC1)=O)=O)=O)=O)C=CC2)C=2C(=NC=CC2)N N-(3-(3-(4-(1-aminocyclobutyl)phenyl)-2-(2-aminopyridin-3-yl)-3H-imidazo[4,5-b]pyridin-5-yl)phenethyl)-4-((2-(2,6-dioxopiperidin-3-yl)-1,3-dioxoisoindolin-4-yl)amino)butanamide